FC1=CC=C(C=C1)N1C=NC=C1 1-(4-fluorophenyl)-1H-imidazol